6-bromo-7-hydroxycoumarin-4-ylmethyl 3-(triethoxysilyl)propylcarbamate C(C)O[Si](CCCNC(OCC1=CC(OC2=CC(=C(C=C12)Br)O)=O)=O)(OCC)OCC